CC1N(CCN(C1)C)S(=O)(=O)C1=CC=C(C=C1)NC(C1=CC(=C(C=C1)OC)I)=O N-(4-((2,4-dimethylpiperazin-1-yl)sulfonyl)phenyl)-3-iodo-4-methoxybenzamide